C(C)(C)N(P(OC1=CC=CC=C1)OC1=CC=CC=C1)C(C)C diphenyl N,N-diisopropylphosphoramidite